methyl 5-[3-[4-[3-[tert-butoxycarbonyl(methyl)amino]prop-1-ynyl]-2-fluoro-phenoxy]propyl]-2-[[3-[tert-butyl(dimethyl)silyl]oxy-2-methoxy-propyl]amino]thiazole-4-carboxylate C(C)(C)(C)OC(=O)N(CC#CC1=CC(=C(OCCCC2=C(N=C(S2)NCC(CO[Si](C)(C)C(C)(C)C)OC)C(=O)OC)C=C1)F)C